methyl 1-((8-(2,6-difluoro-4-(4-methoxynicotinamido)phenoxy)-3-methoxy-1,5-naphthyridin-2-yl)oxy)cyclopropane-1-carboxylate FC1=C(OC=2C=CN=C3C=C(C(=NC23)OC2(CC2)C(=O)OC)OC)C(=CC(=C1)NC(C1=CN=CC=C1OC)=O)F